(S)-N-(5-(2-amino-[1,2,4]triazolo[1,5-a]pyridin-7-yl)-2-methylphenyl)-3-(3-fluorophenyl)isoxazolidine-2-carboxamide NC1=NN2C(C=C(C=C2)C=2C=CC(=C(C2)NC(=O)N2OCC[C@H]2C2=CC(=CC=C2)F)C)=N1